CN(CCC[C@@H](C(=O)O)N)C(=N)N The molecule is a non-proteinogenic L-alpha-amino acid that is L-arginine substituted by a methyl group at N(5)-position. It is a non-proteinogenic L-alpha-amino acid, a member of guanidines and a L-arginine derivative.